2-cyclopropyl-7-(4-((1-fluorocyclopropyl)methoxy)-5-(1-methylpiperidin-4-yl)-1H-benzo[d]imidazol-2-yl)-6-methoxy-5,6-dihydro-1H-pyrrolo[3,2-c]pyridine-3-carbonitrile C1(CC1)C1=C(C2=CNC(C(=C2N1)C1=NC2=C(N1)C=CC(=C2OCC2(CC2)F)C2CCN(CC2)C)OC)C#N